9-oxo-11α,15-R-dihydroxy-16,16-dimethyl-prosta-5Z,13E-dien-1-oic acid O=C1[C@H](C\C=C/CCCC(=O)O)[C@H]([C@@H](C1)O)\C=C\C(C(CCCC)(C)C)O